FC1=C(CN2N=C(C=3C2=NN=CC3)C3=NC(=C(C(=N3)N)N)N)C(=CC=C1)F 2-(1-(2,6-difluorobenzyl)-1H-pyrazolo[3,4-c]pyridazin-3-yl)pyrimidine-4,5,6-triamine